N1(N=NC=C1)C1=CC(=C(C=N1)C(=O)OC)C(F)(F)F Methyl 6-(triazol-1-yl)-4-(trifluoromethyl)pyridine-3-carboxylate